NC1CCC(CC1)NC1=NC2=C(C=C(C=C2C=N1)C1=C(N=C(S1)NS(=O)(=O)C1=C(C=CC=C1)Cl)C)CC N-(5-(2-(((1r,4r)-4-aminocyclohexyl)amino)-8-ethylquinazolin-6-yl)-4-methylthiazol-2-yl)-2-chlorobenzene-sulfonamide